1-methyl-2-oxo-7-(2-oxopyrrolidin-1-yl)-4-{4-[4-(trifluoromethyl)phenoxy]piperidin-1-yl}-1,2-dihydroquinoline-3-carbonitrile CN1C(C(=C(C2=CC=C(C=C12)N1C(CCC1)=O)N1CCC(CC1)OC1=CC=C(C=C1)C(F)(F)F)C#N)=O